2,2,4-Trimethylpentan CC(C)(CC(C)C)C